2-((4-amino-3-(pyridin-3-yl)-1H-pyrazolo[3,4-d]pyrimidin-1-yl)methyl)-3-phenyl-4H-chromen-4-one NC1=C2C(=NC=N1)N(N=C2C=2C=NC=CC2)CC=2OC1=CC=CC=C1C(C2C2=CC=CC=C2)=O